CC1(COB(OC1)C1=CC2=C(N(C(=N2)C)C2CC(C2)(O)C)C(=C1)C(F)(F)F)C (cis)-3-(5-(5,5-dimethyl-1,3,2-dioxaborinan-2-yl)-2-methyl-7-(trifluoromethyl)-1H-benzo[d]imidazole-1-yl)-1-methylcyclobutan-1-ol